6-(2-(1-cyclopropyl-1H-pyrazol-4-yl)tetrahydro-2H-pyran-4-yl)-8-(2-fluoro-4-(trifluoromethyl)phenyl)-2,3-dimethylpyrido[3,4-d]pyrimidin-4(3H)-one C1(CC1)N1N=CC(=C1)C1OCCC(C1)C1=CC2=C(N=C(N(C2=O)C)C)C(=N1)C1=C(C=C(C=C1)C(F)(F)F)F